C(CCC(=O)[O-])(=O)OCCOC(C=C)=O mono(2-acryloyloxyethyl) succinate